3-aminophthalic acid (3-aminophthalate) NC1=C(C(C(=O)O)=CC=C1)C(=O)O.NC1=C(C(C(=O)O)=CC=C1)C(=O)O